C(C)(C)(C)OC(=O)N1CC(C1)C1=NN(C2=CC=CC(=C12)F)CC1=NC(=NO1)C1=CC(=CC=C1)C(F)(F)F.N1C(=NC2=C1C=CC=C2)C2=CC=CC(=N2)C=O (6-(1h-benzo[d]imidazol-2-yl)pyridin-2-yl)methanone tert-Butyl-3-[4-fluoro-1-({3-[3-(trifluoromethyl)phenyl]-1,2,4-oxadiazol-5-yl}methyl)-1H-indazol-3-yl]azetidine-1-carboxylate